COC(=O)C=1C(=CN(C2CC(N(S(C21)(=O)=O)CC2=CC=C(C=C2)OC)(CC)CCCC)C2=CC=CC=C2)OC 3-Butyl-3-ethyl-7-methoxy-2-(4-methoxybenzyl)-5-phenyl-2,3,4,5-tetrahydro-1,2,5-benzothiadiazine-8-carboxylic acid methyl ester 1,1-dioxide